CN1C=C(C=C(C1=O)C)C=1OC2=C(C=C(C=C2C(C1)=O)C)[C@@H](C)NC(OC(C)(C)C)=O tert-Butyl N-[(1R)-1-[2-(1,5-dimethyl-6-oxo-3-pyridyl)-6-methyl-4-oxo-chromen-8-yl]ethyl]carbamate